O[C@H]1CC[C@@]2([C@H]3CC[C@@]4([C@H]([C@@H]3CC[C@H]2C1)CC[C@@H]4C(C(CC(=O)N4CCN(CC4)C(C)=O)=O)C)C)C 4-[(1R,3aS,3bR,5aS,7S,9aS,9bS,11aR)-7-hydroxy-9a,11a-dimethyl-hexadecahydro-1H-cyclopenta[a]phenanthren-1-yl]-1-(4-acetylpiperazin-1-yl)pentan-1-oneON